N-{[(4S)-7-(3,5-Dimethylisoxazol-4-yl)-2-oxo-4-pyridin-2-yl-1,2,4,5-tetrahydroimidazo[1,5,4-de][1,4]benzoxazin-9-yl]methyl}-2-phenylacetamide CC1=NOC(=C1C1=CC(=C2C=3N([C@H](COC31)C3=NC=CC=C3)C(N2)=O)CNC(CC2=CC=CC=C2)=O)C